6-(N,N-dimethylsulfamoyl)-1-methyl-1,2-dihydro-3H-benzo[e]indole-3-carboximidamide CN(S(=O)(=O)C1=CC=CC=2C=3C(CN(C3C=CC21)C(N)=N)C)C